COC=1C=C2C(=CNC2=CC1)C1CCN2C1=CC=1C=CC=CC21 1-(5-Methoxy-1H-indol-3-yl)-2,3-dihydro-1H-pyrrolo[1,2-a]indole